FC(C(O)C1=C(C=CC2=CC=CC=C12)O)(F)F 1-(2,2,2-Trifluoro-1-hydroxyethyl)naphthalen-2-ol